N-[(1R,3S)-3-[(7S)-7-methoxy-5,6,7,8-tetrahydro-[1,2,4]triazolo[4,3-a]pyridin-3-yl]cyclohexyl]-4-(oxetan-3-yloxy)-5-(trifluoromethyl)pyrimidin-2-amine CO[C@@H]1CC=2N(CC1)C(=NN2)[C@@H]2C[C@@H](CCC2)NC2=NC=C(C(=N2)OC2COC2)C(F)(F)F